C(C)C=1N=C(OC1C(=O)N)C 4-ethyl-2-methyl-oxazole-5-carboxamide